FC1=C(C=CC2=C1NC(=N2)C2=CC=C(C=C2)S(=O)(=O)C)C2C[C@@H](N(CC2)C2CCNCC2)C2COC2 7-fluoro-2-(4-(methylsulfonyl)phenyl)-6-(r-(oxetan-3-yl)-[1,4'-bipiperidin]-4-yl)-1H-benzo[d]imidazole